C1(=CC=C(C=C1)N(C1=CC=2C(C3=CC=CC=C3C2C=C1)(C1=CC=CC=C1)C1=CC=CC=C1)C1=CC=C(C(=C1)C1=CC=CC=C1)C=1C(=CC=CC1)C1=CC=CC=C1)C1=CC=CC=C1 (biphenyl-4-yl)-(1,1':2',1'':2'',1'''-quaterphenyl-5'-yl)-(9,9-diphenylfluoren-2-yl)amine